C1(CC1)CC1=NN(C=C1)C(=O)N(C)C 3-(cyclopropylmethyl)-N,N-dimethyl-1H-pyrazole-1-carboxamide